NC=1C=CC(=C(C1)S(=O)(=O)NCC1=C(C=C(C=C1)OC)OC)N1N=C2C(N=CC=C2)=C1 5-amino-N-(2,4-dimethoxybenzyl)-2-(2H-pyrazolo[4,3-b]pyridin-2-yl)benzenesulfonamide